C1(=CC=CC=C1)P(C1=C(SC(=C1P(C1=CC=CC=C1)C1=CC=CC=C1)C1=CC=CC=C1)C1=CC=CC=C1)C1=CC=CC=C1 3,4-bis(diphenylphosphino)-2,5-diphenylthiophene